N=1C=CN2C1C=CC(=C2)C=2C=C1C=NC=NC1=CC2 6-(imidazo[1,2-a]pyridine-6-yl)quinazoline